dinaphthyl-pentaerythritol diphosphonate P(=O)(O)OP(=O)O.C1(=CC=CC2=CC=CC=C12)C(O)(C(CO)(CO)CO)C1=CC=CC2=CC=CC=C12